aluminum titanium tin zirconium molybdenum silicon [Si].[Mo].[Zr].[Sn].[Ti].[Al]